[3-(aminomethyl)cyclohexyl]methanamine NCC1CC(CCC1)CN